(E)-8-bromo-6-chloro-3,4-dihydronaphthalene-1(2H)-one O-tosyloxime S(=O)(=O)(C1=CC=C(C)C=C1)O\N=C\1/CCCC2=CC(=CC(=C12)Br)Cl